FC=1C=C(C=C(C1)F)CC(C)=O 3,5-Difluorophenylacetone